ClC=1C(=NC=CC1)NC=1N=CC2=C(N1)N1C(C(=C2)C=2C=C(C=CC2C)NC(=O)C2=NC=CC(=C2)C(F)(F)F)=NCC1 N-(3-(2-((3-chloropyridin-2-yl)amino)-8,9-dihydroimidazo[1',2':1,6]pyrido[2,3-d]pyrimidin-6-yl)-4-methylphenyl)-4-(trifluoromethyl)pyridineamide